C(#N)C1=CC(=C(C=C1)C1=NC=C(C(=O)OCC)C(=C1[N+](=O)[O-])NC(C)C)F ethyl 6-(4-cyano-2-fluorophenyl)-4-(isopropylamino)-5-nitronicotinate